5-tert-butylsulfanyl-N-[6-(5-chloro-1,3-benzoxazol-2-yl)spiro[3.3]heptan-2-yl]furan-2-carboxamide C(C)(C)(C)SC1=CC=C(O1)C(=O)NC1CC2(C1)CC(C2)C=2OC1=C(N2)C=C(C=C1)Cl